CC1(CCN(CC1)C1=NC(=CC=C1C(=O)NS(=O)(=O)C1=NC(=CC=C1)OC)C1=CC(=CC(=C1)OCC(C)C)F)C 2-(4,4-Dimethyl-1-piperidyl)-6-(3-fluoro-5-isobutoxyphenyl)-N-[(6-methoxy-2-pyridyl)sulfonyl]pyridin-3-carboxamid